CC1=C(OC=2CCC=3C=NNC3C21)C(=O)NCC2=NOC=C2 8-methyl-N-[(1,2-oxazol-3-yl)methyl]-4,5-dihydro-1H-furo[2,3-g]indazole-7-carboxamide